ClC1=NC=C(C(=N1)N[C@@H]1COCCC1)C(=O)O 2-chloro-4-[[(3S)-tetrahydropyran-3-yl]amino]pyrimidine-5-carboxylic acid